3-ethyloxiran C(C)C1CO1